C(C)(=O)N1CC(=CCC1)C1=CC(=C2C=C(NC2=C1F)C(=O)N(C)C)C1=C(C=C(C=C1)N1CCNCC1)OC(F)(F)F 6-(1-Acetyl-1,2,5,6-tetrahydropyridin-3-yl)-7-fluoro-N,N-dimethyl-4-(4-(piperazin-1-yl)-2-(trifluoromethoxy)phenyl)-1H-indole-2-carboxamide